carbon Nitrogen [N].[C]